C1(=CC=CC=C1)C(CO)(CC#C)C1=CC=CC=C1 2,2-diphenylpent-4-yn-1-ol